(R)-N-(1-(1-(2,4-bis(trifluoromethyl)phenyl)ethyl)-1H-pyrazol-4-yl)-2-(pyridin-2-yl)thiazole-5-carboxamide FC(C1=C(C=CC(=C1)C(F)(F)F)[C@@H](C)N1N=CC(=C1)NC(=O)C1=CN=C(S1)C1=NC=CC=C1)(F)F